bromo-6-chloro-N-(2-fluoro-5-methyl-4-{[1,2,4]triazolo[1,5-a]pyridin-7-yloxy}phenyl)pyrido[3,2-d]pyrimidin-4-amine BrC=1N=C(C2=C(N1)C=CC(=N2)Cl)NC2=C(C=C(C(=C2)C)OC2=CC=1N(C=C2)N=CN1)F